CC1=CC=CC(=N1)C=1N=C2N(C=CC=C2)C1C1=NC2=CC(=CN=C2C=C1)C1=CN=C2N1CCNC2 2-[2-(6-methyl-2-pyridyl)imidazo[1,2-a]pyridin-3-yl]-7-(5,6,7,8-tetrahydroimidazo[1,2-a]pyrazin-3-yl)-1,5-naphthyridine